C(C=C)C1NS(CC1)(=O)=O 3-allyl-1,2-thiazolidine 1,1-dioxide